fluoro-4-oxo-3,4-dihydroquinazolin FC1=NC2=CC=CC=C2C(N1)=O